(R)-5-(4-((1-(3-(1,1-difluoro-2-hydroxyethyl)phenyl)ethyl)amino)-2-methyl-7H-pyrazolo[3,4-h]quinazolin-6-yl)pyridin-2(1H)-one FC(CO)(F)C=1C=C(C=CC1)[C@@H](C)NC1=NC(=NC2=C3C(=C(C=C12)C=1C=CC(NC1)=O)NN=C3)C